6-(4-((5-fluoro-2-methoxybenzamido)methyl)phenyl)-2-(4-methoxybenzyl)-4-(1,4-dioxaspiro[4.5]decan-8-yl)-2H-pyrazolo[4,3-c]pyridine-7-carboxamide FC=1C=CC(=C(C(=O)NCC2=CC=C(C=C2)C2=C(C=3C(C(=N2)C2CCC4(OCCO4)CC2)=CN(N3)CC3=CC=C(C=C3)OC)C(=O)N)C1)OC